tert-butyl 4-hydroxy-4-(methylsulfanylmethyl)piperidine-1-carboxylate OC1(CCN(CC1)C(=O)OC(C)(C)C)CSC